tert-butyl 6-(8-(benzo[d]thiazol-2-ylcarbamoyl)-3,4-dihydroisoquinolin-2(1H)-yl)-3-(3-(3-(1-(2-ethoxy-2-oxoethyl)piperidin-4-yl)-3,3-difluoropropoxy)-2-methylphenyl)picolinate S1C(=NC2=C1C=CC=C2)NC(=O)C=2C=CC=C1CCN(CC21)C2=CC=C(C(=N2)C(=O)OC(C)(C)C)C2=C(C(=CC=C2)OCCC(F)(F)C2CCN(CC2)CC(=O)OCC)C